1-(3-fluorobicyclo[1.1.1]pentan-1-yl)-1H-imidazol FC12CC(C1)(C2)N2C=NC=C2